benzyl 4-(1-(tert-butoxycarbonyl)piperidin-4-yl)-3-oxopiperazine-1-carboxylate C(C)(C)(C)OC(=O)N1CCC(CC1)N1C(CN(CC1)C(=O)OCC1=CC=CC=C1)=O